C(C)(C)(C)OC(=O)N[C@H](C(=O)OC)CCCCOS(=O)(=O)C methyl (2S)-2-[(tert-butoxycarbonyl) amino]-6-(methanesulfonyloxy)hexanoate